C(C)(C)(C)OC(C1=NC(=CC=C1C=1C=NN(C1)CC1=CC=CC=C1)N1CC2=C(C=CC=C2CC1)C(NC=1SC2=C(N1)C=CC(=C2)OC)=O)=O 3-(1-benzyl-1H-pyrazol-4-yl)-6-(8-(6-methoxybenzo[d]thiazol-2-ylcarbamoyl)-3,4-dihydroisoquinolin-2(1H)-yl)picolinic acid tert-butyl ester